CN1C=C(C(=CC1=O)C1=CC=C(C=C1)C)C=1C=NN(C1)C1=C(C(=O)O)C=CC=C1 2-[4-(1-Methyl-6-oxo-4-p-tolyl-1,6-dihydro-pyridin-3-yl)-pyrazol-1-yl]-benzoic acid